5-[2,3-difluoro-4-(1H-pyrazol-4-yl)phenyl]pyrazin-2-yl-pyrrolidin-3-amine dihydrochloride Cl.Cl.FC1=C(C=CC(=C1F)C=1C=NNC1)C=1N=CC(=NC1)N1CC(CC1)N